CC1=CC=C(CN2C([C@@H](CC2)N2CCC(CC2)C2=CC=C(C=C2)NS(=O)(=O)C)=O)C=C1 (R)-N-(4-(1-(1-(4-methylbenzyl)-2-oxopyrrolidin-3-yl)piperidin-4-yl)phenyl)methanesulfonamide